NCCNC1=C2C(N(C(C2=CC=C1)=O)C1C(NC(CC1)=O)=O)=O 4-(2-aminoethylamino)-2-(2,6-dioxo-3-piperidyl)isoindoline-1,3-dione